NC=1N=C(SC1C(=O)C1=CC=C(OC(C(=O)NC(C)C)(C)C)C=C1)N(C1=CC=C(C=C1)F)C(C(=O)N)C [4-[4-amino-2-(N-(2-amino-1-methyl-2-oxo-ethyl)-4-fluoro-anilino)thiazole-5-carbonyl]phenoxy]-N-isopropyl-2-methyl-propionamide